N1=CC(=CC=C1)C1=NN2C(N=C(N=C2N2CCOCC2)N2N=C(C=C2)C=2C=C(C=CC2)C)=C1 4-(7-(pyridin-3-yl)-2-(3-(m-tolyl)-1H-pyrazol-1-yl)pyrazolo[1,5-a][1,3,5]triazin-4-yl)morpholine